FC=1C=2N(C=C(C1)C[C@@H]1CC[C@H](CC1)C(=O)N1OCC[C@H]1C=1C=NC=C(C1)F)N=C(N2)C trans-[4-[(8-fluoro-2-methyl-[1,2,4]triazolo[1,5-a]pyridin-6-yl)methyl]cyclohexyl]-[(3S)-3-(5-fluoropyridin-3-yl)-1,2-oxazolidin-2-yl]methanone